C[C@H]1N(CCN(C1)C)C(=O)OC=1C=C2C(=NC=NC2=CC1OC)NC1=C(C(=CC=C1)Cl)F 4-[(3-Chloro-2-fluorophenyl)amino]-7-methoxyquinazolin-6-yl (2R)-2,4-dimethylpiperazine-1-carboxylate